ethyl 2-(2-((7-(5-(1-(1,1-dimethylethylsulfinamido)ethyl)thiophen-3-yl)benzofuran-5-yl)methoxy)phenyl)acetate CC(C)(S(=O)NC(C)C1=CC(=CS1)C1=CC(=CC=2C=COC21)COC2=C(C=CC=C2)CC(=O)OCC)C